(S)-2-amino-3-(4-tert-butyl-phenyl)propionic acid N[C@H](C(=O)O)CC1=CC=C(C=C1)C(C)(C)C